FC1=CC(=C(C=C1)NC1=C(C(=O)NC2=CC(=NN2C)OC)C=CC(=C1)C(F)(F)F)C 2-((4-fluoro-2-methylphenyl)-amino)-N-(3-methoxy-1-methyl-1H-pyrazol-5-yl)-4-(trifluoromethyl)-benzamide